2,6-dihydroxybenzophenone OC1=C(C(=O)C2=CC=CC=C2)C(=CC=C1)O